2-phenyl-2-(4-(trifluoromethyl)-2-pyridinyl)acetonitrile C1(=CC=CC=C1)C(C#N)C1=NC=CC(=C1)C(F)(F)F